tert-butyl (1-(2,6-dichloropyridin-4-yl)-5,8,11-trioxa-2-azatridecan-13-yl)carbamate ClC1=NC(=CC(=C1)CNCCOCCOCCOCCNC(OC(C)(C)C)=O)Cl